(5-acetamido-2,3-dichlorophenyl)-2,2-difluoroacetic acid C(C)(=O)NC=1C=C(C(=C(C1)C(C(=O)O)(F)F)Cl)Cl